3-methyl-6-(m-tolyl)-2-oxo-imidazo[4,5-b]pyridin CN1C(NC=2C1=NC=C(C2)C=2C=C(C=CC2)C)=O